C1(CC1)N([C@H]1CC[C@H](CC1)NC)C1=C(C=C(C=C1)F)OC cis-N4-cyclopropyl-N4-(4-fluoro-2-methoxy-phenyl)-N1-methyl-cyclohexane-1,4-diamine